C(CCCC)C(C(C(=O)[O-])O)C(=O)[O-] 3-Pentylmalat